3-[(3-Formyl-phenyl)-hydroxy-(4-trifluoromethyl-phenyl)-methyl]-3-methyl-azetidine-1-carboxylic acid tert-butyl ester C(C)(C)(C)OC(=O)N1CC(C1)(C)C(C1=CC=C(C=C1)C(F)(F)F)(O)C1=CC(=CC=C1)C=O